C(C)(C)(C)OC(=O)N1[C@H](CN(CC1)C[B-](F)(F)F)C.[K+] potassium {[(3S)-4-(tert-butoxycarbonyl)-3-methylpiperazin-1-yl]methyl}tri(fluoro)boranide